ClC1=CC2=C(C=C3N2C(=NN(C3=O)CC(=O)NCCC3(CC3)O)C(C)C)S1 2-(2-Chloro-5-isopropyl-8-oxothieno[2',3':4,5]pyrrolo[1,2-d][1,2,4]triazin-7(8H)-yl)-N-(2-(1-hydroxycyclopropyl)ethyl)acetamid